(E)-3-(2-(4-ethylpiperidin-1-yl)-6-(trifluoromethyl)pyridin-3-yl)-N-(2-oxo-2,3-dihydro-1H-benzo[d]imidazol-4-yl)acrylamide C(C)C1CCN(CC1)C1=NC(=CC=C1/C=C/C(=O)NC1=CC=CC=2NC(NC21)=O)C(F)(F)F